5-{2-acetamidoimidazo[1,2-b]pyridazin-6-yl}-2-methoxy-N-{[2-(trifluoromethoxy)phenyl]methyl}pyridine-3-carboxamide C(C)(=O)NC=1N=C2N(N=C(C=C2)C=2C=C(C(=NC2)OC)C(=O)NCC2=C(C=CC=C2)OC(F)(F)F)C1